BrC1=CC=C(C=C1)C(=O)C=1N(C2=CC=CC=C2C1\N=N\C1=CC=C(C=C1)C)C (E)-(4-bromophenyl)(1-methyl-3-(p-tolyldiazenyl)-1H-indol-2-yl)methanone